FC1([C@H](CN(CC1)C1=CC2=C(N=C3N(C2=O)CCC3)C(=N1)C1=C(C=C(C=C1)F)F)C1=CC(=NC=C1)C)F |o1:2| (S or R)-3-(4,4-difluoro-3-(2-methylpyridin-4-yl)piperidin-1-yl)-1-(2,4-difluorophenyl)-8,9-dihydropyrido[3,4-d]pyrrolo[1,2-a]pyrimidin-5(7H)-one